N1=C(C=CC=C1)NC(=O)C1=NC=CC=C1 N-(pyridin-2-yl)pyridinecarboxamide